C(=O)(OC(C)(C)C)NC(=NC(=O)OC(C)(C)C)N1N=CC=C1 N,N'-di-Boc-1H-pyrazole-1-carbamidine